C(=O)C1CCC(CC1)N1N=C2C=C(C(=CC2=C1)C=1C(=NC(=CC1)C(F)(F)F)C(=O)N)S(=O)(=O)C [2-(4-formylcyclohexyl)-6-methanesulfonyl-indazol-5-yl]6-(trifluoromethyl)pyridine-2-Formamide